methyl 2-[3-(3,6-dichloro-5-methyl-pyridazin-4-yl)propylamino]-5-[3-(2-fluoro-4-iodo-phenoxy)propyl]thiazole-4-carboxylate ClC=1N=NC(=C(C1CCCNC=1SC(=C(N1)C(=O)OC)CCCOC1=C(C=C(C=C1)I)F)C)Cl